2-(3-thienyl)-ethyloxy-4-butylsulfonate S1C=C(C=C1)CCOC(CCC)S(=O)(=O)[O-]